N1(CCC1)C(=O)C=1C=C(C=CC1O)C=1C=CC(=C(C1)CC(C(=O)NC1=CC=C(C=C1)C1=NN=CN1C)NC(=O)C=1N(N=CC1)C)Cl N-[1-[[5-[3-(azetidine-1-carbonyl)-4-hydroxy-phenyl]-2-chloro-phenyl]methyl]-2-[4-(4-methyl-1,2,4-triazol-3-yl)anilino]-2-oxo-ethyl]-2-methyl-pyrazole-3-carboxamide